C(C)OC1=NC(=NN2C1=C(C=C2)C2=CC=1N(C=C2)N=CC1)NC1CC2(CN(C2)C(C)=O)C1 1-(6-((4-ethoxy-5-(pyrazolo[1,5-a]pyridin-5-yl)pyrrolo[2,1-f][1,2,4]triazin-2-yl)amino)-2-azaspiro[3.3]heptan-2-yl)ethan-1-one